5-[3-(1H-imidazol-5-yl)-7-(trifluoromethyl)imidazo[1,2-a]pyrimidin-2-yl]-1H-1,2,4-triazole N1C=NC=C1C1=C(N=C2N1C=CC(=N2)C(F)(F)F)C2=NC=NN2